BrC1=NN(C=2C1=NC(=CC2C2=CC=NN2C)N2[C@@H](COCC2)C)C (R)-4-(3-bromo-1-methyl-7-(1-methyl-1H-pyrazol-5-yl)-1H-pyrazolo[4,3-b]pyridin-5-yl)-3-methylmorpholine